COC1=C(C=CC(=C1)OCCOC)N1CCN(CC1)CCN(C1=CC=2N(C(=N1)N)N=C(N2)C=2OC=CN2)C N7-(2-{4-[2-Methoxy-4-(2-methoxyethoxy)phenyl]piperazin-1-yl}ethyl)-N7-methyl-2-(1,3-oxazol-2-yl)[1,2,4]triazolo[1,5-c]pyrimidine-5,7-diamine